OC1=CC=C(C=C1)C=1C(C(=C(C1C=1C=NC=NC1)C1=CC(=CC=C1)C#C)C1=CC=C(C=C1)O)=O 2,5-bis(4-hydroxyphenyl)-3-(5-pyrimidinyl)-4-(3-ethynylphenyl)-2,4-cyclopentadien-1-one